(3,5-dihydro-2H-1,4-benzo-dioxepin-8-yl)methan-amine O1CCOCC2=C1C=C(C=C2)CN